(S*)-N-(2-Bromo-3-fluoropyridin-4-yl)-11,11-difluoro-8-(fluoromethyl)-8-hydroxy-3,4,8,9,10,11-hexahydro-1H-pyrido[4',3':3,4]pyrazolo[1,5-a]azepine-2(7H)-carboxamide BrC1=NC=CC(=C1F)NC(=O)N1CC=2C(=NN3C2C(CC[C@@](C3)(O)CF)(F)F)CC1 |o1:21|